CCC(OC)(OC)OC trimethoxypropane